N-(5-Bromo-2-((1-methylpiperidin-3-yl)methoxy)pyridin-3-yl)cyclopropanesulfonamide BrC=1C=C(C(=NC1)OCC1CN(CCC1)C)NS(=O)(=O)C1CC1